COC(C1=NC=CC=C1N1CC2CN(CC2C1)C(C1=C(C=CC=C1N1N=CC=N1)F)=O)=O ((3R,6S)-5-(2-fluoro-6-(2H-1,2,3-triazole-2-yl)benzoyl)hexahydropyrrolo[3,4-c]pyrrol-2(1H)-yl)picolinic acid methyl ester